4-(4-chloro-2-fluorophenyl)-2-(2-(2-methylpyridin-4-yl)tetrahydro-2H-pyran-4-yl)-7,8-dihydropyrimido[5,4-d]pyrrolo[1,2-a]pyrimidin-10(6H)-one ClC1=CC(=C(C=C1)C1=NC(=NC2=C1N=C1N(C2=O)CCC1)C1CC(OCC1)C1=CC(=NC=C1)C)F